(4-bromophenyl)tetrahydro-2H-pyran-4-amine BrC1=CC=C(C=C1)C1OCCC(C1)N